FC1=C(C(=CC=C1)F)N1N=C(C=CC1=O)C(=O)NC1=C(C2=C(N(C(=N2)C)C)C=C1)N1CC(NCC1)=O 1-(2,6-difluorophenyl)-N-(1,2-dimethyl-4-(3-oxopiperazin-1-yl)-1H-benzo[d]imidazol-5-yl)-6-oxo-1,6-dihydropyridazine-3-carboxamide